tert-butyl (4-(2-amino-5-carbamoyl-1H-benzo[d]imidazol-1-yl)butyl)carbamate, Hydrobromide Br.NC1=NC2=C(N1CCCCNC(OC(C)(C)C)=O)C=CC(=C2)C(N)=O